OC(C)(C)C1=CN=NN1C1CC(NC1)C(=O)N 4-(5-(2-hydroxypropan-2-yl)-1H-1,2,3-triazol-1-yl)pyrrolidine-2-carboxamide